2-Bromo-N-[3-[tert-butyl(dimethyl)silyl]oxy-2,6-dimethyl-phenyl]thiazole-5-carboxamide BrC=1SC(=CN1)C(=O)NC1=C(C(=CC=C1C)O[Si](C)(C)C(C)(C)C)C